tert-butyl (4S)-5-amino-4-[4-[[3-(2-methoxyethylamino)-4-(morpholinomethyl)phenyl]methoxy]-1-oxo-isoindolin-2-yl]-5-oxo-pentanoate NC([C@H](CCC(=O)OC(C)(C)C)N1C(C2=CC=CC(=C2C1)OCC1=CC(=C(C=C1)CN1CCOCC1)NCCOC)=O)=O